methyl 3-(6-amino-1H-pyrrolo[2,3-b]pyridin-3-yl)cyclobutane-1-carboxylate NC1=CC=C2C(=N1)NC=C2C2CC(C2)C(=O)OC